N1(CCCC1)C1=CC(=C(CN2CC3C(C2)CN(C3)C(=O)N3N=C(C=C3)NS(=O)(=O)C)C=C1)C(F)(F)F N-(1-(5-(4-(Pyrrolidin-1-yl)-2-(trifluoromethyl)benzyl)octahydropyrrolo[3,4-c]pyrrole-2-carbonyl)-1H-pyrazol-3-yl)methanesulfonamide